C(C)(=O)C1=CC=C(C=C1)NC(=O)NC1=CN=C(S1)N1C=CC2=C1N=CN=C2N2C(CCC2)C2=CC(=CC=C2)F 1-(4-acetylphenyl)-3-(2-(4-(2-(3-fluorophenyl)pyrrolidin-1-yl)-7H-pyrrolo[2,3-d]pyrimidin-7-yl)thiazol-5-yl)urea